BrC1C2CC3C(C(OC13)=O)C2 2-bromo-5-oxo-4-oxatricyclo[4.2.1.03,7]nonane